C1(CCC1)CN1C=C(C(C2=CC(=CC=C12)Br)=O)C(=O)OCC ethyl 1-(cyclobutylmethyl)-6-bromo-4-oxo-1,4-dihydroquinoline-3-carboxylate